COC=1C=C(C=C(C1)OC)C1=CC=C2C=3C=C(C(=CC3C(C2=C1)=O)OC)N1C=NC(=C1)C 7-(3,5-Dimethoxyphenyl)-2-methoxy-3-(4-methyl-1H-imidazol-1-yl)-9H-fluoren-9-one